methyl (2S,4R)-4-cyclohexylpyrrolidine-2-carboxylate hydrochloride Cl.C1(CCCCC1)[C@H]1C[C@H](NC1)C(=O)OC